C(C)C=1C=2N(N=C(C1)C(=O)N1[C@@H](C3=CC=CC=C3CC1)C)C=C(N2)C=2C(=CC(=NC2)N2C[C@H](CC2)C(=O)OC)F Methyl (3S)-1-(5-{8-ethyl-6-[(1R)-1-methyl-3,4-dihydroisoquinoline-2(1H)-carbonyl]imidazo[1,2-b]pyridazin-2-yl}-4-fluoropyridin-2-yl)pyrrolidine-3-carboxylate